(2S)-2-[4-((1R,2S)-2-Hydroxycyclopentylmethyl)phenyl]propionic Acid O[C@@H]1[C@H](CCC1)CC1=CC=C(C=C1)[C@@H](C(=O)O)C